O[C@H]1C[C@H](CC1)NCC1=CC=C(S1)C=1C=C(C=C(C1)C=1C=NN(C1)C)C(C)NC(C1=C(C=CC(=C1)CNS(=O)(=O)C)C)=O N-(1-(3-(5-((((1S,3R)-3-hydroxycyclopentyl)amino)methyl)thiophen-2-yl)-5-(1-methyl-1H-pyrazol-4-yl)phenyl)ethyl)-2-methyl-5-(methylsulfonamidomethyl)benzamide